tert-Butyl ((1-(5-chloro-1-methyl-3-(5-methylisoxazol-3-yl)-1H-pyrazole-4-carbonyl)piperidin-3-yl)methyl)carbamate ClC1=C(C(=NN1C)C1=NOC(=C1)C)C(=O)N1CC(CCC1)CNC(OC(C)(C)C)=O